COC(N[C@H](C(=O)NC=1C(N(C=CC1)CC1=NC2=C(C=NC=C2CC(C)C)N1)=O)CC\C=C\C(=O)N(C)C)=O Methyl-(S,E)-(7-(dimethylamino)-1-((1-((7-isobutyl-3H-imidazo[4,5-c]pyridin-2-yl)methyl)-2-oxo-1,2-dihydropyridin-3-yl)amino)-1,7-dioxohept-5-en-2-yl)carbamat